BrC=1C=C2C(=NC(=NC2=CC1)NC1=C(C=C(C=C1)F)F)NC1=NNC(=C1)C1CC1 6-bromo-N4-(5-cyclopropyl-1H-pyrazol-3-yl)-N2-(2,4-difluorophenyl)quinazoline-2,4-diamine